1-phenylazetidin-3-amine hydrochloride Cl.C1(=CC=CC=C1)N1CC(C1)N